4-((tert-butyldimethylsilyloxy)methyl)-2-isopropylthiazole [Si](C)(C)(C(C)(C)C)OCC=1N=C(SC1)C(C)C